(2R)-2-((tert-butylcarbonyl)amino)-2-(4-((2-methylpentyl)oxy)phenyl)acetic acid methyl ester COC([C@@H](C1=CC=C(C=C1)OCC(CCC)C)NC(=O)C(C)(C)C)=O